CC(C)(C)[S@@](=O)N[C@@H](C)C1=CC=2C=NC=CC2N1S(=O)(=O)C1=CC=CC=C1 (R)-2-methyl-N-((S)-1-(1-(phenylsulfonyl)-1H-pyrrolo[3,2-c]pyridin-2-yl)ethyl)propane-2-sulfinamide